((1,1,7-trimethyldecahydro-3a,7-methanocyclopenta-cycloocten-3-yl)oxy)butan CC1(CC(C23C1CCC(CCC2)(C3)C)OCCCC)C